C(C1=CC=CC=C1)N1N=C(C(N(C1=O)CC1=CC=C(C(=O)[O-])C=C1)=O)C1CCCCC1 4-((2-benzyl-6-cyclohexyl-3,5-dioxo-2,5-dihydro-1,2,4-triazin-4(3H)-yl)methyl)benzoate